ClC1=CC(=C(CNC(OC(C)(C)C)=O)C=C1)B1OC(C(O1)(C)C)(C)C tert-butyl [4-chloro-2-(4,4,5,5-tetramethyl-1,3,2-dioxaborolan-2-yl)benzyl]carbamate